ethyl 3-(2-chloro-5-(ethoxycarbonyl)pyridin-3-yl)-1,2,4-thiadiazole-5-carboxylate ClC1=NC=C(C=C1C1=NSC(=N1)C(=O)OCC)C(=O)OCC